(1S,2S,3R)-2-hydroxycyclopentane OC1CCCC1